NCC#CC=1C=C(C=CC1)N1CCN(CC1)S(=O)(=O)C1=CC=C(C=C1)NC(C1=C(C=CC=C1)N(S(=O)(=O)C)C)=O N-(4-((4-(3-(3-aminoprop-1-yn-1-yl)phenyl)piperazin-1-yl)sulfonyl)phenyl)-2-(N-methylmethylsulfonamido)benzamide